C(C)(C)OC=1C=2N(C=CC1)C=C(N2)C2COCCC2 8-isopropoxy-2-(tetrahydro-2H-pyran-3-yl)imidazo[1,2-a]pyridine